Methyl 2'-oxo-1'-((2-(trimethylsilyl)ethoxy)methyl)-1',2',6,7-tetrahydro-4H-spiro[benzo[d]oxazole-5,3'-pyrrolo[2,3-b]pyridine]-2-carboxylate O=C1C2(C=3C(=NC=CC3)N1COCC[Si](C)(C)C)CCC1=C(N=C(O1)C(=O)OC)C2